COCCOCCOCCOCCOCCOCCOCCOCCCNCCCCCCNCCNCCNCCNCCNCOCCC(=O)O 2,5,8,11,14,17,20,23,48-nonaoxa-27,34,37,40,43,46-hexaazapentacontane-50-carboxylic acid